hexahydro-1,4-diazine N1CCNCC1